5-ethynyl-6-Fluoronaphthalen-2-yldimethylcarbamate C(#C)C1=C2C=CC(=CC2=CC=C1F)CN(C([O-])=O)C